C1CCC2=C(C=3CCCC3C=C12)NC(=O)NS(=O)(=O)\C=C\CN1CC2C(C1)COC2 (E)-N-((1,2,3,5,6,7-hexahydro-s-indacen-4-yl)carbamoyl)-3-(tetrahydro-1H-furo[3,4-c]pyrrol-5(3H)-yl)prop-1-ene-1-sulfonamide